2-(2,2,3,3-tetramethylcyclopropyl)-1,3-dioxolane-4-carbaldehyde CC1(C(C1(C)C)C1OCC(O1)C=O)C